(S)-3-amino-N-(5,5-difluoropiperidin-3-yl)-6-(5-(1-(2-hydroxy-2-methylpropyl)-1H-pyrazol-4-yl)-2-methylphenyl)pyrazine-2-carboxamide NC=1C(=NC(=CN1)C1=C(C=CC(=C1)C=1C=NN(C1)CC(C)(C)O)C)C(=O)N[C@@H]1CNCC(C1)(F)F